6-(3-((tert-butyldimethylsilyl)oxy)-2-fluorophenyl)-2-(furan-2-ylmethyl)-8-(3-methylbenzyl)imidazo[1,2-a]Pyrazin-3(7H)-one [Si](C)(C)(C(C)(C)C)OC=1C(=C(C=CC1)C=1NC(=C2N(C1)C(C(=N2)CC=2OC=CC2)=O)CC2=CC(=CC=C2)C)F